sodium manganese iron pyrophosphate sodium phosphate P(=O)([O-])([O-])[O-].[Na+].[O-]P([O-])(=O)OP(=O)([O-])O.[Fe+2].[Mn+2].[Na+]